FC([Se]Cl)(F)F trifluoromethyl-seleno chloride